C1C(CC2=CC=CC=C12)OCC1=C(C=CC(=C1)NC1(CC1)C(=O)O)C1=CC(=C(C(=C1)OC)C)OC 1-((2-(((2,3-Dihydro-1H-inden-2-yl)oxy)methyl)-3',5'-dimethoxy-4'-methyl-[1,1'-biphenyl]-4-yl)amino)cyclopropane-1-carboxylic acid